(3-chlorophenyl)-3-methoxy-2-nitrosoaniline ClC=1C=C(C=CC1)NC1=C(C(=CC=C1)OC)N=O